FC1=CC=C2C(C(NC2=C1F)=O)(C1=CC=C(C=C1)OC(F)(F)F)C1=CC(=C(C=C1)B(O)O)F (4-(6,7-difluoro-2-oxo-3-(4-(trifluoromethoxy)phenyl)indolin-3-yl)-2-fluorophenyl)boronic acid